divinyl silicate [Si](OC=C)(OC=C)([O-])[O-]